tert-butyl (R)-(1-(2-(((4-(4-morpholino-7-((2-(trimethylsilyl)ethoxy)methyl)-7H-pyrrolo[2,3-d]pyrimidin-6-yl)phenyl)amino)methyl)isonicotinoyl)piperidin-3-yl)carbamate O1CCN(CC1)C=1C2=C(N=CN1)N(C(=C2)C2=CC=C(C=C2)NCC=2C=C(C(=O)N1C[C@@H](CCC1)NC(OC(C)(C)C)=O)C=CN2)COCC[Si](C)(C)C